NC([C@H](CCC(=O)OC(C)(C)C)N1C(C2=CC=C(C(=C2C1)C)Br)=O)=O tert-butyl (S)-5-amino-4-(5-bromo-4-methyl-1-oxoisoindolin-2-yl)-5-oxopentanoate